N,N,N'-triphenyl-benzene-1,3-diamine C1(=CC=CC=C1)N(C1=CC(=CC=C1)NC1=CC=CC=C1)C1=CC=CC=C1